N-(3-(4-(4-(bis(4-methoxybenzyl)amino)imidazo[2,1-f][1,2,4]triazin-7-yl)-1H-pyrazol-1-yl)-4-methylphenyl)-3-(cyanomethyl)pyrrolidine-1-carboxamide COC1=CC=C(CN(C2=NC=NN3C2=NC=C3C=3C=NN(C3)C=3C=C(C=CC3C)NC(=O)N3CC(CC3)CC#N)CC3=CC=C(C=C3)OC)C=C1